ClC1=C(COC=2C(=C3CCC(C3=CC2)N2CCC(CC2)C(=O)O)C)C(=CC=C1)Cl 1-(5-((2,6-dichlorobenzyl)oxy)-4-methyl-2,3-dihydro-1H-inden-1-yl)piperidine-4-carboxylic acid